NC1=NN2C(C=C(C=C2)C=2C=NC(=C(C(=O)NCC3=CC(=CC=C3)OCC3CC3)C2)OC)=N1 5-(2-amino-[1,2,4]triazolo[1,5-a]pyridin-7-yl)-N-(3-(cyclopropylmethoxy)benzyl)-2-methoxynicotinamide